1-(5-(4-((5-cyclopropyl-1H-pyrazol-3-yl)amino)quinazolin-2-yl)pyridin-2-yl)-N1,N2,N2-trimethylethane-1,2-diamine C1(CC1)C1=CC(=NN1)NC1=NC(=NC2=CC=CC=C12)C=1C=CC(=NC1)C(CN(C)C)NC